5-methyl-3-(2-(2-oxoindolin-5-yl)ethyl)oxazolidin-4-carbaldehyde CC1C(N(CO1)CCC=1C=C2CC(NC2=CC1)=O)C=O